(R)-2-amino-3-chloro-6-(4-((1-methylpiperidin-3-yl)amino)phthalazin-1-yl)phenol NC1=C(C(=CC=C1Cl)C1=NN=C(C2=CC=CC=C12)N[C@H]1CN(CCC1)C)O